3-amino-2,3,4,5-tetrahydro-1H-1-benzazepin-2-one NC1C(NC2=C(CC1)C=CC=C2)=O